(R)-3-[6-(Difluoromethyl)-3-methyl-1H-pyrazolo[3,4-b]pyridin-4-yl]-2-(4-fluorophenyl)-6-(trifluoromethyl)-6,7-dihydro-4H-pyrazolo[5,1-c][1,4]oxazine FC(C1=CC(=C2C(=N1)NN=C2C)C=2C(=NN1C2CO[C@H](C1)C(F)(F)F)C1=CC=C(C=C1)F)F